3,4-bis(phenylsulfonyl)-1,2,5-oxadiazole-oxide C1(=CC=CC=C1)S(=O)(=O)C1=[N+](ON=C1S(=O)(=O)C1=CC=CC=C1)[O-]